CC1(N(CCN(C1)[C@H](C(NC1=NC=C(C=C1)OC=1C=NC=CC1)=O)C)C(=O)C1=C[C+]=[N+](C=C1)[O-])C (S)-4-(2,2-dimethyl-4-(1-oxo-1-((5-(pyridin-3-yloxy)pyridin-2-yl)amino)propan-2-yl)piperazine-1-carbonyl)pyridin-2-ylium 1-oxide